C1(CCCCC1)C=1OC2=C(N1)C=CC(=C2)C(=O)O 2-Cyclohexyl-1,3-benzoxazole-6-carboxylic acid